FC1=CC=C(C=C1)CNC(=O)N1CC=2CN(CC2C1)S(=O)(=O)C=1C=2C=CN=CC2C=CC1 N-[(4-fluorophenyl)methyl]-5-(isoquinoline-5-sulfonyl)-1H,2H,3H,4H,5H,6H-pyrrolo[3,4-c]pyrrole-2-carboxamide